NC=1N2C(C=3N(C(N(C3N1)CCN1CCN(CC1)C1=C(C=C(C(=O)NCCN(C3COC3)C)C=C1)F)=O)C)=CC(=N2)C=2OC=CC2 4-(4-(2-(5-amino-8-(furan-2-yl)-1-methyl-2-oxo-1H-pyrazolo[5,1-i]purin-3(2H)-yl)ethyl)piperazin-1-yl)-3-fluoro-N-(2-(methyl(oxetan-3-yl)amino)ethyl)benzamide